5,7-Difluoro-1-(4-(1-(methylsulfonyl)piperidin-4-yl)phenyl)-1H-benzo[d]imidazol-6-ol FC1=CC2=C(N(C=N2)C2=CC=C(C=C2)C2CCN(CC2)S(=O)(=O)C)C(=C1O)F